tert-butyl 3-(N,4-dimethyl-1H-imidazole-1-carboxamido)-4-fluoropyrrolidine-1-carboxylate CN(C(=O)N1C=NC(=C1)C)C1CN(CC1F)C(=O)OC(C)(C)C